C(CC(O)(C(=O)OC(C)C(CC)(C)CC)CC(=O)OC(C)C(CC)(C)CC)(=O)OC(C)C(CC)(C)CC tri(3-ethyl-3-methyl-2-pentyl) citrate